CC1=NN(C=C1NC1=NC=C(C(=N1)NCCCN1CCOCCC1=O)C(F)(F)F)C1CC2CCC(C1)N2C 4-(3-((2-((3-methyl-1-(8-methyl-8-azabicyclo[3.2.1]octan-3-yl)-1H-pyrazol-4-yl)amino)-5-(trifluoromethyl)pyrimidin-4-yl)amino)propyl)-1,4-oxazepan-5-one